1',4'-dibromo-2,3,5,6-tetrakis(4-carboxyphenyl)benzene BrC1(C=CC(C=C1)(C(=O)O)Br)C=1C(=CC(=C(C1)C1=CC=C(C=C1)C(=O)O)C1=CC=C(C=C1)C(=O)O)C1=CC=C(C=C1)C(=O)O